N1C=NC=C1C=1C=C(C=CC1)NC(=O)C=1C=NN2C1N=C(C=C2)C2CC2 N-(3-(1H-imidazol-5-yl)phenyl)-5-cyclopropylpyrazolo[1,5-a]pyrimidine-3-carboxamide